C1C(CC2=CC=CC=C12)NC1=NC=C(C(=N1)OC)C1=NN=C(O1)CC(=O)OCC ethyl 2-(5-(2-((2,3-dihydro-1H-inden-2-yl)amino)-4-methoxypyrimidin-5-yl)-1,3,4-oxadiazol-2-yl)acetate